N'-{[2-chloro-1-(2-methoxyethyl)-1H-indol-3-yl]methylene}-5-methylbenzofuran-2-carbohydrazide ClC=1N(C2=CC=CC=C2C1C=NNC(=O)C=1OC2=C(C1)C=C(C=C2)C)CCOC